(S)-4'-(3-(1-((5-cyano-1-methyl-1H-imidazol-2-yl)methyl)pyrrolidin-3-yl)-2-oxo-2,3-dihydro-1H-imidazo[4,5-b]pyridin-1-yl)-[1,1'-biphenyl]-4-carboxylic acid methyl ester COC(=O)C1=CC=C(C=C1)C1=CC=C(C=C1)N1C(N(C2=NC=CC=C21)[C@@H]2CN(CC2)CC=2N(C(=CN2)C#N)C)=O